(2-methyl-2,3-dihydro-1,4-benzodioxin-6-yl)methanol CC1COC2=C(O1)C=CC(=C2)CO